O[C@@H](CO)C1C([C-](C(O1)=O)O)=O 5-[(1S)-1,2-dihydroxyethyl]-3-hydroxy-2,4-dioxooxolan-3-ide